FCC1(CC1)N 1-(fluoromethyl)cyclopropane-1-amine